3-((2-(piperazine-1-yl)phenyl)amino)-5H-naphtho[1,8-cd]isothiazol-5-one 1,1-dioxide N1(CCNCC1)C1=C(C=CC=C1)NC1=CC(C2=CC=CC3=C2C1=NS3(=O)=O)=O